2-[1-[2-(1-piperidyl)ethyl]pyrazol-4-yl]-5-propyl-3H-imidazo[2,1-b]purin-4-one N1(CCCCC1)CCN1N=CC(=C1)C1=NC=2N3C(N(C(C2N1)=O)CCC)=NC=C3